CC1([C@H]2CC[C@H]([C@@H]1C2)CC(C=O)C)C 3-((1S,2S,5S)-6,6-dimethylbicyclo[3.1.1]hept-2-yl)-2-methylpropionaldehyde